CN1C(=CC2=C(C=CC(=C12)Cl)NC1=NC(=CC=C1)OC)C(=O)NS(=O)(=O)C1=CC=C(C=C1)OC 1-methyl-4-((6-methoxypyridin-2-yl)amino)-7-chloro-N-(4-methoxyphenylsulphonyl)-indole-2-carboxamide